C1(CC1)C=1C(NC2=C(C(=CC=C2N1)CO)F)=O 3-cyclopropyl-8-fluoro-7-(hydroxymethyl)quinoxalin-2(1H)-one